2-[(tert-butyl)amino]pyrimidin C(C)(C)(C)NC1=NC=CC=N1